3-(N,N-dihexylcarbamoyl)propylamine tert-butyl-formate C(C)(C)(C)OC=O.C(CCCCC)N(C(=O)CCCN)CCCCCC